(1-(1-((2-cyano-4-methyl-1H-indol-5-yl)methyl)piperidin-4-yl)-2-oxo-1,2-dihydro-3H-imidazo[4,5-c]pyridin-3-yl)-5-fluoro-N-isopropyl-N-methylbenzamide C(#N)C=1NC2=CC=C(C(=C2C1)C)CN1CCC(CC1)N1C(N(C=2C=NC=CC21)C2=C(C(=O)N(C)C(C)C)C=C(C=C2)F)=O